CN(C(C[C@@H](CNC(OC(C)(C)C)=O)O)=O)C (S)-tert-Butyl (4-(dimethylamino)-2-hydroxy-4-oxobutyl)carbamate